(5-((3-(8-(((3S,4R)-3-fluoro-1-methylpiperidin-4-yl)amino)-3-((trifluoromethyl)thio)imidazo[1,2-a]pyridin-2-yl)prop-2-yn-1-yl)amino)-6-methoxypyridin-2-yl)dimethylphosphine oxide F[C@H]1CN(CC[C@H]1NC=1C=2N(C=CC1)C(=C(N2)C#CCNC=2C=CC(=NC2OC)P(C)(C)=O)SC(F)(F)F)C